FC1(CC2(C1)CC(C2)OC2=NN(C(C1=CC=C(C=C21)C2(CC2)F)=O)CC(=O)NC2=NC=C(C=N2)F)F 2-[4-(2,2-difluorospiro[3.3]heptan-6-yl)oxy-6-(1-fluorocyclopropyl)-1-oxophthalazin-2-yl]-N-(5-fluoropyrimidin-2-yl)acetamide